5-[3-[(2S)-2-[(tert-butoxycarbonyl)amino]-4-carbamoylbutoxy]phenyl]pentanoic acid C(C)(C)(C)OC(=O)N[C@H](COC=1C=C(C=CC1)CCCCC(=O)O)CCC(N)=O